C(C)S(=O)(=O)OCC ethoxy ethyl sulfone